N1(N=CC=C1)CC1CCN(CC1)C(=O)C1=C(C=C(C=C1)NC=1C=2N(C=CN1)C(=CN2)C2=CC=C(C=C2)OC(F)F)C (4-((1H-pyrazol-1-yl)methyl)piperidin-1-yl)(4-((3-(4-(di-fluoromethoxy)phenyl)imidazo[1,2-a]pyrazin-8-yl)amino)-2-methylphenyl)meth-anone